C1(=CC=CC=C1)[P](C1=CC(=CC=C1)F)=O phenyl-(3-fluorophenyl)phosphorus oxide